C(C1=CC=CC=C1)OC(=O)N1[C@@H](CN(CC1)C=1C2=C(N=C(N1)OC[C@H]1N(CCC1)C)CN(CC2)C(=O)OC(C)(C)C)CC#N tert-Butyl 4-[(3R)-4-benzyloxycarbonyl-3-(cyanomethyl)piperazin-1-yl]-2-[[(2S)-1-methylpyrrolidin-2-yl]methoxy]-6,8-dihydro-5H-pyrido[3,4-d]pyrimidine-7-carboxylate